N-(5-phenoxypyrazin-2-yl)propanamide O(C1=CC=CC=C1)C=1N=CC(=NC1)NC(CC)=O